C(C)(C)NC(OC1=CC2=CC=CC=C2C=C1)=O naphthalen-2-yl isopropylcarbamate